tert-butyl 2-(3,3-dimethyl-1,3-dihydroisobenzofuran-4-yl)acetate CC1(OCC2=CC=CC(=C12)CC(=O)OC(C)(C)C)C